[O-]CCC.[Zn+2].[O-]CCC zinc n-propoxide